bis-(2-hydroxyethyl)-ammonium OCC[NH2+]CCO